ClC=1C=C(C=NC1N=S(=O)(C)C)NC(=O)[C@H]1CC(C2=C1C=NC=1N2N=C(C1)F)(C)C (S)-N-(5-chloro-6-((dimethyl(oxo)λ6-sulfaneylidene)amino)pyridin-3-yl)-2-fluoro-8,8-dimethyl-7,8-dihydro-6H-cyclopenta[e]pyrazolo[1,5-a]pyrimidine-6-carboxamide